3-cyclopropyl-5-fluoro-N-[imidazolidin-2-ylidene]-4-({3-[(1-methylcyclopropyl)carbamoyl]phenyl}amino)benzamide C1(CC1)C=1C=C(C(=O)N=C2NCCN2)C=C(C1NC1=CC(=CC=C1)C(NC1(CC1)C)=O)F